CC1=NOC(=C1NC1=NC(=CN=C1)OCC(F)(F)F)C1=CC=C(C=N1)OC[C@@H]1[C@H](CCCC1)C(=O)O (1S,2S)-2-(((6-(3-methyl-4-((6-(2,2,2-trifluoroethoxy)pyrazin-2-yl)amino)isoxazol-5-yl)pyridin-3-yl)oxy)methyl)cyclohexane-1-carboxylic acid